2-(methylsulfanyl)-1-(2-(4-(pyridin-4-yl)-1H-imidazol-2-yl)piperidin-1-yl)propan-1-one CSC(C(=O)N1C(CCCC1)C=1NC=C(N1)C1=CC=NC=C1)C